ClC1=C(C=CC=C1)CC(=O)N1CCC(CC1)CN1N=C(C=CC1=O)N1N=CC=C1 2-[[1-[2-(2-chlorophenyl)acetyl]piperidin-4-yl]methyl]-6-pyrazol-1-ylpyridazin-3-one